5-((1-(4-(3-(Dimethylamino)pyrrolidin-1-yl)-2-methoxyphenyl)-1H-imidazol-4-yl)amino)pyrazine-2-carbonitrile CN(C1CN(CC1)C1=CC(=C(C=C1)N1C=NC(=C1)NC=1N=CC(=NC1)C#N)OC)C